Cl.NCC1S(CCC1)(=O)=O 2-(aminomethyl)tetrahydrothiophene 1,1-dioxide hydrochloride